C(C)(C)OC(C1=C(N=C(C(=C1)F)N1N=C(N(C1=O)CC)COCC1=CC=CC=C1)C(C)=O)=O acetyl-6-(3-((benzyloxy)methyl)-4-ethyl-5-oxo-4,5-dihydro-1H-1,2,4-triazol-1-yl)-5-fluoronicotinic acid isopropyl ester